Methyl (4,6-dichloro-5-fluoronicotinoyl)carbamimidothioate ClC1=C(C(=NC=C1C(=O)NC(=N)SC)Cl)F